FC(S(=O)(=O)C1(CC1)COCC1=CC=CC=C1)F (((1-((difluoromethyl)sulfonyl)cyclopropyl)methoxy)methyl)benzene